ClC1=C(C=CC(=C1)OC1=NC=NC2=CC(=C(C=C12)OC)OCCCN1CCCC1)NC(=O)NC1=CC(=CC=C1)OC(F)(F)F 1-(2-chloro-4-((6-methoxy-7-(3-(pyrrolidin-1-yl)propoxy)quinazolin-4-yl)oxy)phenyl)-3-(3-(trifluoromethoxy)phenyl)urea